C(C)(C)SC#N Isopropyl Thiocyanate